dipropenyl-tetramethyl-disilane C(=CC)[Si]([Si](C)(C)C)(C)C=CC